iron ethyl phosphonate P(OCC)([O-])=O.[Fe+2].C(C)OP([O-])=O